octyl-di-n-octyl-tin C(CCCCCCC)[Sn](CCCCCCCC)CCCCCCCC